CCCCCCCC(CC)C1=CC=CC=C1 The molecule is a member of the class of benzenes that is benzene substituted by a decan-3-yl group. It has a role as a metabolite.